COCCCC1=CN=CC(=N1)N1CCC(CC1)C(=O)OCC ethyl 1-(6-(3-methoxypropyl)pyrazin-2-yl)piperidine-4-carboxylate